((3R)-7-chloro-8-(2-(difluoromethyl)phenoxy)-1-methyl-2-oxo-1,2,3,4-tetrahydroquinolin-3-yl)urea ClC1=CC=C2C[C@H](C(N(C2=C1OC1=C(C=CC=C1)C(F)F)C)=O)NC(=O)N